3-fluoro-4-(1-methylcyclobutyl)phenol FC=1C=C(C=CC1C1(CCC1)C)O